CC1(OCC2(CO1)OC=1C=C(C=CC1C=1N=C(SC12)NC(=O)C=1C(=NC=NC1OC)OC)C(F)(F)F)C N-(2',2'-dimethyl-7-(trifluoromethyl)spiro[chromeno[4,3-d]thiazole-4,5'-[1,3]dioxan]-2-yl)-4,6-dimethoxypyrimidine-5-carboxamide